C[C@H]1NC2=C(NC(C1)=O)C=C(C=C2C=2C=C1C(=NN(C1=CC2)C)C=2C=NN(C2)C)C2CCNCC2 (4R)-4-methyl-6-[1-methyl-3-(1-methylpyrazol-4-yl)indazol-5-yl]-8-(4-piperidyl)-1,3,4,5-tetrahydro-1,5-benzodiazepin-2-one